ClC=1C=C(CN2C(=NC3=NC=C(C=C32)N3C=CC=2N=CN=C(C23)OC)C)C=CC1 1-(3-chlorobenzyl)-6-(4-methoxy-5H-pyrrolo[3,2-d]pyrimidin-5-yl)-2-methyl-imidazo[4,5-b]pyridine